(3,4-epoxycyclohexyl)ethyl-dimethylbutoxysilane C1(CC2C(CC1)O2)CC[Si](OCCCC)(C)C